2-(4-fluoro-2-methylphenoxy)-N-(3-sulfamoylphenyl)-4,6-bis(trifluoromethyl)benzamide FC1=CC(=C(OC2=C(C(=O)NC3=CC(=CC=C3)S(N)(=O)=O)C(=CC(=C2)C(F)(F)F)C(F)(F)F)C=C1)C